N-(2,4-Dimethoxybenzyl)-2,6-difluoro-4-((S)-3-(methyl((S)-tetrahydrofuran-3-yl)amino)-3-(3-(trifluoromethyl)phenethyl)piperidin-1-yl)-N-(pyrimidin-4-yl)benzenesulfonamide COC1=C(CN(S(=O)(=O)C2=C(C=C(C=C2F)N2C[C@@](CCC2)(CCC2=CC(=CC=C2)C(F)(F)F)N([C@@H]2COCC2)C)F)C2=NC=NC=C2)C=CC(=C1)OC